N-(dodecylphenyl)-α-naphthylamine C(CCCCCCCCCCC)C1=C(C=CC=C1)NC1=CC=CC2=CC=CC=C12